[N-](S(=O)(=O)C(F)(F)F)S(=O)(=O)C(F)(F)F.C(CCC)N1CCCCC1 butylpiperidine bistrifluoromethanesulfonimide salt